7-[4-(methylamino)-5-{5-[(1r,4r)-4-(hydroxymethyl)cyclohexyl]-1,3,4-thiadiazol-2-yl}pyridin-2-yl]Pyrrolo[1,2-b]Pyridazine-3-carbonitrile CNC1=CC(=NC=C1C=1SC(=NN1)C1CCC(CC1)CO)C1=CC=C2N1N=CC(=C2)C#N